(R)-4-((1-(3-(difluoromethyl)-2-fluorophenyl)ethyl)amino)-6-methoxy-2-methyl-quinazoline-7-carboxylic acid methyl ester COC(=O)C1=C(C=C2C(=NC(=NC2=C1)C)N[C@H](C)C1=C(C(=CC=C1)C(F)F)F)OC